C1(CCC1)CC1=CN(C=2C1=NC=C(C2)C=2C(=NOC2C)C)C2=C(C=C(C(=O)O)C=C2)OC(F)F 4-(3-(cyclobutylmethyl)-6-(3,5-dimethylisoxazol-4-yl)-1H-pyrrolo[3,2-b]pyridin-1-yl)-3-(difluoromethoxy)benzoic acid